7-bromo-5-methylisoquinoline-8-amine BrC1=CC(=C2C=CN=CC2=C1N)C